FC1=C(C(=O)N/N=C(\C)/C2=CC3=CC=CC=C3C=C2)C=CC=C1 (E)-2-fluoro-N'-(1-(naphthalen-2-yl)ethylidene)benzohydrazide